OCC=1OC(=CC1)C(=O)O 2-hydroxymethyl-5-furanoic acid